1-(5-chloro-6-(prop-1-yn-1-yl)pyridin-3-yl)-3-methylcyclobutane-1-carboxylic acid methyl ester COC(=O)C1(CC(C1)C)C=1C=NC(=C(C1)Cl)C#CC